C(C)[C@]1(CC2=CC=C(C=C2C1)C)CO |r| (+-)-2-ethyl-5-methyl-2-indane-methanol